O[C@@H](CC)C1=CC(=C(C=N1)C=1C(=NC2=CC(=NC=C2C1)NC(=O)C1CC1)C(=O)N1CCOCC1)C N-(3-(6-((S)-1-hydroxypropyl)-4-methylpyridin-3-yl)-2-(morpholine-4-carbonyl)-1,6-naphthyridin-7-yl)cyclopropane-1-carboxamide